ClC1=C(C(=O)NCC(F)F)C=CC(=C1)NC1CN(C1)C1CCN(CC1)C(C(C(F)(F)F)(C1=CC=CC=C1)O)=O 2-chloro-N-(2,2-difluoroethyl)-4-(1-(1-(3,3,3-trifluoro-2-hydroxy-2-phenylpropanoyl)piperidin-4-yl)azetidin-3-ylamino)benzamide